COC(C(O)C1=C(C=CC=C1)Cl)=O (-)-o-chloromandelic acid methyl ester